FC(C(CC)=O)(F)F trifluoro-butanone